tert-butyl N-[2-[[4-(3-bromophenyl)thiazol-2-yl]amino] 2-oxo-ethyl]carbamate BrC=1C=C(C=CC1)C=1N=C(SC1)NC(CNC(OC(C)(C)C)=O)=O